C(CCCCCC)O[C@H]1CN(C[C@@H]1C(NCCCCCC)=O)C(=O)C1=CC=C(C(=O)N2C[C@H]([C@@H](C2)C(=O)N[C@@H]2[C@H](C2)C2=CC=CC=C2)C(=O)N[C@@H]2[C@H](C2)C2=CC=CC=C2)C=C1 |o1:8,12| (3S,4S)-1-(4-((3R*,4S*)-3-(heptyloxy)-4-(hexylcarbamoyl)pyrrolidine-1-carbonyl)benzoyl)-N3,N4-bis((1S,2R)-2-phenylcyclopropyl)pyrrolidine-3,4-dicarboxamide